1H-1,2,3-triazolo[4,5-b]pyridinium-3-oxide [NH2+]1N=[N+](C2=NC=CC=C21)[O-]